tert-butyl 3-(5-(hydroxymethyl)-6-methoxypyridin-3-yl)piperidine-1-carboxylate OCC=1C=C(C=NC1OC)C1CN(CCC1)C(=O)OC(C)(C)C